NC1=NC(=C(C(=C1C#N)C1=NC=C(C=C1)OCC(CC)F)C#N)SCC1=NC=CC=C1 2'-amino-5-(2-fluorobutoxy)-6'-((pyridin-2-ylmethyl)thio)-[2,4'-bipyridine]-3',5'-dicarbonitrile